NC1=NC=NC(=C1)Cl 4-Amino-6-chloropyrimidin